C(C)C1=C(C=CC=C1N1C(CCC1)=O)S(=O)(=O)Cl 2-ethyl-3-(2-oxopyrrolidin-1-yl)benzene-1-sulfonyl chloride